OC1=C(C=CC=C1O)CCNC(CCC(CC1SSCC1)C)=O N-[2-(2,3-dihydroxyphenyl)ethyl]-γ-methyl-1,2-dithiolane-3-pentanamide